5-(2-chloro-3-methoxy-phenyl)-3-[2-methoxy-1-(methoxymethyl)ethyl]-1-[2-[4-(7-methoxy-2-oxo-4,5-dihydro-1H-1,3-benzodiazepin-3-yl)-1-piperidyl]-2-oxo-ethyl]pyrimidine-2,4-dione ClC1=C(C=CC=C1OC)C=1C(N(C(N(C1)CC(=O)N1CCC(CC1)N1C(NC2=C(CC1)C=C(C=C2)OC)=O)=O)C(COC)COC)=O